The molecule is a 1,3-thiazolium cation that is the conjugate acid of thiamine(1+) diphosphate(1). It has a role as a fundamental metabolite and a cofactor. It is a conjugate acid of a thiamine(1+) diphosphate(1-) and a thiamine(1+) diphosphate(3-). CC1=C(SC=[N+]1CC2=CN=C(N=C2N)C)CCOP(=O)(O)OP(=O)(O)O